((R)-pent-4-en-2-yl)carbamate C[C@H](CC=C)NC([O-])=O